N-((1R,5S,8s)-3-(5-bromo-1,3,4-thiadiazol-2-yl)-8-methyl-3-azabicyclo[3.2.1]oct-8-yl)acetamide BrC1=NN=C(S1)N1C[C@H]2CC[C@@H](C1)C2(C)NC(C)=O